(R)-6-(5-cyanopyridin-2-ylamino)-N-methyl-4-(morpholin-2-ylmethylamino)pyridazine-3-carboxamide C(#N)C=1C=CC(=NC1)NC1=CC(=C(N=N1)C(=O)NC)NC[C@H]1CNCCO1